ClC1=C(C=CC=C1NC=1C=NC(=CC1)C)[C@@]1(CC(N(C(N1)=N)C1CCOCC1)=O)C (6S)-6-{2-Chloro-3-[(6-methyl-pyridin-3-yl)amino]phenyl}-2-imino-6-methyl-3-(tetrahydro-pyran-4-yl)hexahydropyrimidin-4-one